NC1=NN2C(C=C(C=C2)C=2C=C3C(=CN(C3=CC2)C)C(=O)O)=N1 5-(2-amino-[1,2,4]triazolo[1,5-a]pyridin-7-yl)-1-methyl-1H-indole-3-carboxylic acid